ClC1=C(C=CC2=C1C(=NC(C(=N2)N)C)C2=C(C=CC(=C2)OC)F)Cl 6,7-dichloro-5-(2-fluoro-5-methoxy-phenyl)-3-methyl-3H-1,4-benzodiazepin-2-amine